[(1s)-1-[2-(3-cyano-5-methyl-pyrazol-1-yl)-6-[5-[(6-methylpyridazin-3-yl)amino]benzimidazol-1-yl]-3-pyridyl]ethyl] acetate C(C)(=O)O[C@@H](C)C=1C(=NC(=CC1)N1C=NC2=C1C=CC(=C2)NC=2N=NC(=CC2)C)N2N=C(C=C2C)C#N